tri(n-propyl)boron C(CC)B(CCC)CCC